5-(6-chloro-3-(ethylsulfanyl)pyridin-2-yl)-2-(trifluoromethyl)pyrazolo[1,5-a]pyrimidine ClC1=CC=C(C(=N1)C1=NC=2N(C=C1)N=C(C2)C(F)(F)F)SCC